tert-Butyl (2R,4R)-4-((E)-3-(4-(2-(3-chlorobenzyl)-5-methyloxazol-4-yl)phenyl)acrylamido)-2-methylpyrrolidine-1-carboxylate ClC=1C=C(CC=2OC(=C(N2)C2=CC=C(C=C2)/C=C/C(=O)N[C@@H]2C[C@H](N(C2)C(=O)OC(C)(C)C)C)C)C=CC1